ClC=1C(=NC(=CC1)Cl)C(=O)O 3,6-dichloro-pyridine-2-carboxylic acid